((6-(2-hydroxyethoxy)benzo[d]oxazol-2-yl)amino)-N-(2-hydroxyethyl)-1-methyl-1H-benzo[d]imidazole-5-carboxamide OCCOC1=CC2=C(N=C(O2)NC2=NC3=C(N2C)C=CC(=C3)C(=O)NCCO)C=C1